N1C[C@H](CC1)C(=O)O (S)-pyrrolidine-3-formic acid